2,6-dibromobenzo[1,2-B:4,5-B']dithiophene BrC1=CC=2C(S1)=CC1=C(SC(=C1)Br)C2